Rel-(1s,16S,17R,20s)-16-{[(2R)-1,1,1-trifluoropropan-2-yl]amino}-7,19-dioxa-12,25-diazatetracyclo[18.2.2.12,6.012,17]pentacosa-2(25),3,5-trien-11-one FC([C@@H](C)N[C@H]1CCCN2C(CCCOC3=CC=CC(C4CCC(OC[C@@H]12)CC4)=N3)=O)(F)F |o1:5,26|